Methyl 3-butoxy-5-(trifluoromethyl)benzoate C(CCC)OC=1C=C(C(=O)OC)C=C(C1)C(F)(F)F